3-Methoxy-1-(4-(trifluoromethyl)benzyl)-1H-indazole-5-sulfonyl chloride COC1=NN(C2=CC=C(C=C12)S(=O)(=O)Cl)CC1=CC=C(C=C1)C(F)(F)F